Cl.SC[C@@H](CN[C@@H](CS)CNC)NC R-2-(((R)-3-mercapto-2-(methylamino)propyl)amino)-3-(methylamino)propane-1-thiol hydrochloride